6-((4-(imidazo[1,2-a]pyridin-2-yl)piperidin-1-yl)sulfonyl)benzo[d]thiazole N=1C(=CN2C1C=CC=C2)C2CCN(CC2)S(=O)(=O)C2=CC1=C(N=CS1)C=C2